7-Fluoro-N-{(S)-1-carbonyl-1-{{(S)-1-carbonyl-3-[(S)-2-carbonylpyrrolidin-3-yl]propan-2-yl}amino}-3-cyclohexylpropan-2-yl}-1H-indole-2-carboxamide FC=1C=CC=C2C=C(NC12)C(=O)N[C@H](C(N[C@H](C=C=O)C[C@H]1C(NCC1)=C=O)=C=O)CC1CCCCC1